4-tert-butylphenol phosphate P(=O)(O)(O)OC1=CC=C(C=C1)C(C)(C)C